(1-methyl-1H-imidazol-4-yl)-3,6-dihydropyridine-1(2H)-carboxylic acid tert-butyl ester C(C)(C)(C)OC(=O)N1C(CC=CC1)C=1N=CN(C1)C